CN1C=NC2=C1C=NC=C2C2=CN=C(C(=N2)C(=O)N)NC2=CC=C(C=C2)N2CCOCC2 6-(3-Methylimidazo[4,5-c]pyridin-7-yl)-3-(4-morpholinoanilino)pyrazin-2-carboxamid